1-(6-methylnaphthalen-2-yl)ethan-1-one CC=1C=C2C=CC(=CC2=CC1)C(C)=O